ethyl 1-(2-((tert-butoxycarbonyl) amino) ethyl)-3-methyl-5-(trifluoromethyl)-1H-pyrrolo[2,3-b]pyridine-2-carboxylate C(C)(C)(C)OC(=O)NCCN1C(=C(C=2C1=NC=C(C2)C(F)(F)F)C)C(=O)OCC